C(CC)OCCCCCC 1-PROPOXYHEXANE